diazenyl-phenol N(=N)C1=C(C=CC=C1)O